2,2-dimethylheptanoic acid ethyl ester C(C)OC(C(CCCCC)(C)C)=O